FC1(CCN(CC1)CC(=O)NC1=C(SC=C1C)C(=O)NCCN(C(OC(C)(C)C)=O)C)C tert-butyl (2-(3-(2-(4-fluoro-4-methylpiperidin-1-yl)acetamido)-4-methylthiophene-2-carboxamido)ethyl)(methyl)carbamate